N-[5-[4-[[(2R)-1-benzylazetidin-2-yl]methoxy]-2-methyl-pyrazol-3-yl]pyrazolo[1,5-a]pyridin-2-yl]cyclopropanecarboxamide C(C1=CC=CC=C1)N1[C@H](CC1)COC1=C(N(N=C1)C)C1=CC=2N(C=C1)N=C(C2)NC(=O)C2CC2